4-(3-((1R,5S,6S)-3-azabicyclo[3.1.0]hexan-6-yl)-7-fluoro-1-methyl-1H-pyrrolo[3,2-c]pyridin-6-yl)-5-ethynyl-6-fluoronaphthalen-2-ol 2,2,2-trifluoroacetate FC(C(=O)O)(F)F.[C@@H]12CNC[C@H]2C1C1=CN(C2=C1C=NC(=C2F)C2=CC(=CC1=CC=C(C(=C21)C#C)F)O)C